6-chloro-N-{3-[2-(4-chloro-3-fluorophenoxy)acetamido]bicyclo[1.1.1]pent-1-yl}-N-methyl-4-oxo-4H-1-benzopyran-2-carboxamide ClC=1C=CC2=C(C(C=C(O2)C(=O)N(C)C23CC(C2)(C3)NC(COC3=CC(=C(C=C3)Cl)F)=O)=O)C1